5-[(3aS,7aS)-1-methyl-3,4,5,6,7,7a-hexahydro-2H-indol-3a-yl]-1,3-dimethyl-pyrazolo[3,4-b]pyridine CN1CC[C@@]2(CCCC[C@H]12)C=1C=C2C(=NC1)N(N=C2C)C